CC1(OC[C@@H]2[C@H](O1)[C@@H]([C@H]([C@]1(O2)OCCC1)OC(C(=O)O)C)N1N=NC(=C1)C1=CC(=C(C(=C1)F)F)F)C 2-(((2S,4a'R,7'R,8'S,8a'R)-2',2'-dimethyl-8'-(4-(3,4,5-trifluorophenyl)-1H-1,2,3-triazol-1-yl)hexahydro-3H,4'H-spiro[furan-2,6'-pyrano[3,2-d][1,3]dioxine]-7'-yl)oxy)propionic acid